C(C)O[Si](C(CCCC)CBr)(OCC)OCC triethoxy(bromomethylpentyl)silane